[Si](C)(C)(C(C)(C)C)C=1C=C(C(=O)O)C=C(C1[Si](C)(C)C(C)(C)C)[Si](C)(C)C(C)(C)C 3,4,5-Trit-Butyldimethylsilanylbenzoic acid